4'-(((2-aminoethyl)amino)methyl)-N-((4,6-dimethyl-2-oxo-1,2-dihydropyridin-3-yl)methyl)-5-(ethyl-(tetrahydro-2H-pyran-4-yl)amino)-4-methyl-[1,1'-biphenyl]-3-carboxamide NCCNCC1=CC=C(C=C1)C1=CC(=C(C(=C1)N(C1CCOCC1)CC)C)C(=O)NCC=1C(NC(=CC1C)C)=O